C(#N)C=1C=C2/C(/C(N(C2=CC1C)C1=CC=C(C=C1)S(=O)(=O)C)=O)=C/C=1NC2=CC(=CC=C2C1)C(=O)OC methyl (Z)-2-((5-cyano-6-methyl-1-(4-(methylsulfonyl) phenyl)-2-oxoindolin-3-ylidene) methyl)-1H-indole-6-carboxylate